FC1=C(C(=NC(=C1)C=1N=NN(C1CN1C(C=CC(=C1)CCC)=O)C)C)N1CC(CCC1)CC(=O)O 2-(1-(4-fluoro-2-methyl-6-(1-methyl-5-((2-oxo-5-propylpyridin-1(2H)-yl)methyl)-1H-1,2,3-triazol-4-yl)pyridin-3-yl)piperidin-3-yl)acetic acid